4-[(3aR,6aR)-hexahydro-2H-furo[3,2-b]pyrrol-4-yl]-6-[3-(3-methylphenyl)-1H-pyrazol-1-yl]-2-(pent-4-en-1-yl)pyrimidine O1CC[C@H]2N(CC[C@H]21)C2=NC(=NC(=C2)N2N=C(C=C2)C2=CC(=CC=C2)C)CCCC=C